C1(CC1)N(C1=CN=C(N=N1)C1=C(C=C(C(=C1)F)C1=CC(=NC=C1)OC)O)C1C([C@@H]2CC[C@H](C1)N2)F 2-(6-(cyclopropyl((1S,5R)-2-fluoro-8-azabicyclo[3.2.1]octan-3-yl)amino)-1,2,4-triazin-3-yl)-4-fluoro-5-(2-methoxypyridin-4-yl)phenol